CC1(C2CCC=3C4=CC[C@H]([C@@H](CCCC(C)C)C)[C@]4(CCC3[C@]2(CC[C@@H]1O)C)C)C 4,4-dimethylcholest-8,14-dien-3beta-ol